5-[(4-acetylaminophenyl)methylsulfonylamino]-1,3-thiazole-4-carboxylic acid C(C)(=O)NC1=CC=C(C=C1)CS(=O)(=O)NC1=C(N=CS1)C(=O)O